N-(3-(methylsulfonamido)phenyl)-1-phenyl-1H-pyrazole-4-carboxamide CS(=O)(=O)NC=1C=C(C=CC1)NC(=O)C=1C=NN(C1)C1=CC=CC=C1